C(OCCCNC(OC(C)(C)C)=O)([2H])([2H])[2H] tert-Butyl (3-(methoxy-d3)propyl)carbamate